C(C)OC(=O)[C@]1(CC(CC=C1)=O)CCCN[C@@H](C)C(=O)O N-[1-(S)-ethoxycarbonyl-3-oxo-phenylpropyl]-L-alanine